ClC=1C(=CC(=C(C1)C1=C(C=C2C(=NC(N3C2=C1SC[C@@H](C3)OC)=O)N3CCNCC3)C(F)(F)F)F)F (3R)-11-(5-chloro-2,4-difluorophenyl)-3-methoxy-8-(piperazin-1-yl)-10-(trifluoromethyl)-3,4-dihydro-2H,6H-[1,4]thiazepino[2,3,4-ij]quinazolin-6-one